COC(=O)C1=C(NC(=C1)C1=C2C(=NC=C1)N(C=C2)S(=O)(=O)C2=CC=CC=C2)C2=CC=C(C=C2)OC(F)(F)F.C(C2=CC=CC=C2)(C2=CC=CC=C2)(C2=CC=CC=C2)N2C=NC=C2C(C=C)=O 1-(1-Trityl-1H-Imidazol-5-Yl)Prop-2-En-1-One Methyl-5-[1-(phenylsulfonyl)-1H-pyrrolo[2,3-b]pyridin-4-yl]-2-[4-(trifluoromethoxy)phenyl]-1H-pyrrole-3-carboxylate